N-((3R,4S)-3-hydroxytetrahydro-2H-pyran-4-yl)-5-methyl-4-(4-(1-methyl-1H-pyrazol-3-yl)benzyl)-6-(1H-pyrazol-1-yl)picolinamide O[C@H]1COCC[C@@H]1NC(C1=NC(=C(C(=C1)CC1=CC=C(C=C1)C1=NN(C=C1)C)C)N1N=CC=C1)=O